FC1=CC(=C(C=C1C1=CCCN(C1)C1=NC=C(C=N1)C)NC(=O)C1=CNC(C=C1C(F)(F)F)=O)N1C[C@H](N([C@H](C1)C)C)C N-[4-fluoro-5-[1-(5-methylpyrimidin-2-yl)-3,6-dihydro-2H-pyridin-5-yl]-2-[(3R,5S)-3,4,5-trimethylpiperazin-1-yl]phenyl]-6-oxo-4-(trifluoromethyl)-1H-pyridine-3-carboxamide